3,7-Dinitro-10-acetylphenoxazine [N+](=O)([O-])C=1C=CC=2N(C3=CC=C(C=C3OC2C1)[N+](=O)[O-])C(C)=O